C1(CC1)C(C(C(=O)NC1=CC=C(C=C1)C=1C(=NN(C1C)COCC[Si](C)(C)C)C)C1=NN=C(N1)CC=1C=NC=CC1)C1CC1 3,3-dicyclopropyl-N-[4-[3,5-dimethyl-1-(2-trimethylsilylethoxymethyl)pyrazol-4-yl]phenyl]-2-[5-(3-pyridylmethyl)-4H-1,2,4-triazol-3-yl]propanamide